ClC=1C=C(C=C(C1Cl)N[C@@H](C)C1CCNCC1)C1=NNC(O1)=O 5-(3,4-Dichloro-5-{[(1S)-1-(piperidin-4-yl)ethyl]amino}phenyl)-1,3,4-oxadiazol-2(3H)-one